1-cyclopropyl-6-fluoro-7-[(3R)-3-hydroxypyrrolidin-1-yl]-3-({[(2-methoxypyridin-4-yl)methyl][(3S)-1-(pyridin-3-yl)piperidin-3-yl]amino}methyl)-1,4-dihydroquinolin-4-one hydrochloride Cl.C1(CC1)N1C=C(C(C2=CC(=C(C=C12)N1C[C@@H](CC1)O)F)=O)CN([C@@H]1CN(CCC1)C=1C=NC=CC1)CC1=CC(=NC=C1)OC